N-(4-fluoro-5-(1-(pyrimidin-2-yl)-1,2,5,6-tetrahydropyridin-3-yl)-2-((3S,5R)-3,4,5-trimethylpiperazin-1-yl)phenyl)-6-oxo-4-(trifluoromethyl)-1,6-dihydropyridine-3-carboxamide FC1=CC(=C(C=C1C=1CN(CCC1)C1=NC=CC=N1)NC(=O)C1=CNC(C=C1C(F)(F)F)=O)N1C[C@@H](N([C@@H](C1)C)C)C